Cl.NC1=C(C=C(OC2=CC=NC=3N(C(C=NC32)=O)C)C=C1)SC 8-(4-amino-3-methylsulfanyl-phenoxy)-4-methyl-pyrido[2,3-b]pyrazin-3-one hydrochloride